ClC=1C=C(C=NC1C1=CC=CC=C1)CNCCC=1N=NN(C1)CCNC1=NC2=C(C3=CN=CC=C13)C=CC(=C2)C(=O)N 5-((2-(4-(2-(((5-Chloro-6-phenylpyridin-3-yl)methyl)amino)ethyl)-1H-1,2,3-triazol-1-yl)ethyl)amino)benzo[c][2,6]naphthyridine-8-carboxamide